2,2-Bis(4-hydroxyphenyl)n-pentane isopropyl-(R)-2-(((benzyloxy)carbonyl)amino)-2-(2-formylquinolin-6-yl)-4,4-dimethylvalerate C(C)(C)OC([C@@](CC(C)(C)C)(C=1C=C2C=CC(=NC2=CC1)C=O)NC(=O)OCC1=CC=CC=C1)=O.OC1=CC=C(C=C1)C(C)(CCC)C1=CC=C(C=C1)O